O=C1C(=CNC=C1)C(=O)[O-] 4-oxo-1H-pyridine-3-carboxylate